O.O=C(C(=O)O)C(=O)O KETOMALONIC ACID MONOHYDRATE